1-{1-[3-(4,6-difluoro-1H-1,3-benzodiazol-2-yl)-5-[3-(trifluoromethyl)phenyl]pyridin-4-yl]-3-methylazetidin-3-yl}ethan-1-amine FC1=CC(=CC=2NC(=NC21)C=2C=NC=C(C2N2CC(C2)(C)C(C)N)C2=CC(=CC=C2)C(F)(F)F)F